(3R,5R)-3,5-dimethyl-1-[6-(trifluoromethyl)-[1,3]thiazolo[4,5-b]pyridin-2-yl]piperazine C[C@@H]1CN(C[C@H](N1)C)C=1SC=2C(=NC=C(C2)C(F)(F)F)N1